α-Cyclohexyl-5H-imidazo[5,1-a]isoindole-5-ethanol C1(CCCCC1)C(CC1N2C(C3=CC=CC=C13)=CN=C2)O